6-fluoro-1,2,3,4-tetrahydronaphthalen-1-amine FC=1C=C2CCCC(C2=CC1)N